2-(1-Methyl-1H-pyrrolo[2,3-b]pyridin-6-yl)-3-phenylethynyl-benzoic acid CN1C=CC=2C1=NC(=CC2)C2=C(C(=O)O)C=CC=C2C#CC2=CC=CC=C2